NCC(C(=O)NC=1N=C(N(C1)COCC[Si](C)(C)C)C)O 3-amino-2-hydroxy-N-(2-methyl-1-{[2-(trimethylsilyl)ethoxy]methyl}-1H-imidazol-4-yl)propanamide